C(CCCCCCC)NC(CCCCCCC\C=C/CCCCCCCC)=O oleic acid N-octylamide